4-amino-6-tert-butyl-4,5-dihydro-3-methylthio-1,2,4-triazine NN1C(=NN=C(C1)C(C)(C)C)SC